COC(CNC1=NC=CC2=C1N=C(N=C2)NC=2C(=NC(=CC2)C2=NN(N=C2)C)OC)(C)C N8-(2-methoxy-2-methylpropyl)-N2-(2-methoxy-6-(2-methyl-2H-1,2,3-triazol-4-yl)pyridin-3-yl)pyrido[3,4-d]pyrimidine-2,8-diamine